4-(9,9-dibutyl-7-ethynyl-fluoren-2-yl)-N,N-diphenyl-aniline C(CCC)C1(C2=CC(=CC=C2C=2C=CC(=CC12)C1=CC=C(N(C2=CC=CC=C2)C2=CC=CC=C2)C=C1)C#C)CCCC